FC1(CCN(CC1)C1=NC(=CC(=N1)C=1C=NN(C1)C1=C(C=C(N)C=C1)N1CCC2(CC2)CC1)C)F 4-(4-(2-(4,4-difluoropiperidin-1-yl)-6-methylpyrimidin-4-yl)-1H-pyrazol-1-yl)-3-(6-azaspiro[2.5]oct-6-yl)aniline